C1=CC=C(C=2SC3=C(C21)C=CC=C3)C=3C=C(C=CC3)C=3NC=CN3 2-[3-(dibenzothiophen-4-yl)phenyl]Imidazole